NC1=CC2=C(SC(=C2)C(=O)NC2=C(C=CC=C2)C(NC2C(NCCCC2)=O)=O)C=C1 5-amino-N-(2-((2-oxoazepan-3-yl)carbamoyl)phenyl)benzo[b]thiophene-2-carboxamide